ClC1=NC(=NC(=C1)NC1=NNC(=C1)C)N(C1C2CC3(CC(CC1C3)C2)O)C Trans-4-[(4-chloro-6-[(5-methyl-1H-pyrazol-3-yl)amino]Pyrimidin-2-yl)(methyl)amino]Adamantan-1-ol